1,4-dimethylQuinoline CN1CC=C(C2=CC=CC=C12)C